C(C1=CC=CC=C1)C1(CCN(CC1)S(=O)(=O)C1=C(C=CC(=C1)C1=NN=C(N1)C1=CC=CC=C1)C)O 4-benzyl-1-((2-methyl-5-(5-phenyl-4H-1,2,4-triazol-3-yl)phenyl)sulfonyl)piperidin-4-ol